3-cyano-1,1'-biphenyl C(#N)C=1C=C(C=CC1)C1=CC=CC=C1